FC=1C=C2C=NN(C2=CC1C1=C2C(=NC=C1)N(N=C2C2CCN(CC2)C(CCC(C)=O)=O)CC(=O)NCC(=O)NCC(=O)O)C (2-(4-(5-fluoro-1-methyl-1H-indazol-6-yl)-3-(1-(4-oxopentanoyl)piperidin-4-yl)-1H-pyrazolo[3,4-b]pyridin-1-yl)acetyl)glycylglycine